5-cyclopropyl-3-(3,5-dichloropyridin-4-yl)-1,2-oxazole-4-carbaldehyde C1(CC1)C1=C(C(=NO1)C1=C(C=NC=C1Cl)Cl)C=O